(rac)-4-(2-((2-oxo-1-phenyl-2-(1H-pyrrolo[3,2-c]pyridin-3-yl)ethyl)amino)ethyl)benzenesulfonamide O=C([C@@H](C1=CC=CC=C1)NCCC1=CC=C(C=C1)S(=O)(=O)N)C1=CNC2=C1C=NC=C2 |r|